C(C=C)OCCCC (allyloxy)butane